C(#C)C1=CC=C(C[C@H](N)C(=O)O)C=C1 p-ethynylphenylalanine